CN(\C=C(\C(=O)OCC)/[N+]#[C-])C ethyl (2Z)-3-(dimethylamino)-2-isocyanoprop-2-enoate